NC1=NC=C(C(=N1)N)CC1=CC(=C(C(=C1)OC)OC)OC 2,4-diamino-5-(3,4,5-trimethoxybenzyl)pyrimidine